((2,6-dioxopiperidin-3-ylamino)-1H-pyrazol-1-yl)piperidine-1-carboxylate O=C1NC(CCC1NC1=NN(C=C1)C1N(CCCC1)C(=O)[O-])=O